1,6-bis(methyldimethoxysilyl)hexane C[Si](CCCCCC[Si](OC)(OC)C)(OC)OC